2-{[(1S)-1-(1'-propenoyl-1',2',3',6'-tetrahydro-3,4'-bipyridin-6-yl)ethyl]amino}-8-[(2S)-3-methylbutan-2-yl]pyrido[2,3-d]pyrimidin-7(8H)-one C(C=C)(=O)N1CCC(=CC1)C=1C=NC(=CC1)[C@H](C)NC=1N=CC2=C(N1)N(C(C=C2)=O)[C@@H](C)C(C)C